C(C)(C)(C)OC(=O)NNC1CCC(CC1)C#N 2-(4-Cyanocyclohexyl)hydrazine-1-carboxylic acid tert-butyl ester